4-((3-(7-(((3S,4R)-3-fluoro-1-methylpiperidin-4-yl)amino)-3-vinylpyrazolo[1,5-a]pyridin-2-yl)prop-2-yn-1-yl)amino)-3-methoxy-N-methylbenzenesulfonamide F[C@H]1CN(CC[C@H]1NC1=CC=CC=2N1N=C(C2C=C)C#CCNC2=C(C=C(C=C2)S(=O)(=O)NC)OC)C